FC(C1=CC(=NN1)CN1CC2(CN(C2)C(=O)N2CC3(C2)CC(C3)N3N=C(N=C3)C(F)(F)F)C1)(F)F [6-[[5-(trifluoromethyl)-1H-pyrazol-3-yl]methyl]-2,6-diazaspiro[3.3]heptan-2-yl]-[6-[3-(trifluoromethyl)-1,2,4-triazol-1-yl]-2-azaspiro[3.3]heptan-2-yl]methanone